dichlorosulfinamide ClN(S=O)Cl